NC1=C(C=C(C=N1)C=1N=C(N(C1)C12CC(C1)C2)C(C)O)OC(F)(F)F 1-(4-(6-amino-5-(tri-fluoromethoxy)pyridin-3-yl)-1-(bicyclo[1.1.1]-pentan-1-yl)-1H-imidazol-2-yl)ethan-1-ol